C(C)(C)(C)OC(=O)N(C(OC(C)(C)C)=O)C(C)C1=CC(=C(C=C1)C#N)F tert-butyl N-tert-butoxycarbonyl-N-[1-(4-cyano-3-fluoro-phenyl)ethyl]carbamate